ClC1=CC2=C(N(C(N=C2N2C[C@H](N(C[C@@H]2C)C(=O)OC(C)(C)C)C)=O)C=2C(=NC(=NC2C)Cl)C(C)C)N=C1C1=C(C=CC=C1)F tert-Butyl (2R,5S)-4-(6-chloro-1-(2-chloro-4-isopropyl-6-methylpyrimidin-5-yl)-7-(2-fluorophenyl)-2-oxo-1,2-dihydropyrido[2,3-d]pyrimidin-4-yl)-2,5-dimethylpiperazine-1-carboxylate